OC(CC1=CC=C(C=C)C=C1)C p-(2-hydroxypropyl)styrene